stearyl β-mercaptopropionate SCCC(=O)OCCCCCCCCCCCCCCCCCC